3-(5-chloro-2-hydroxy-4-methyl-phenyl)-4-fluoro-N,N-dimethyl-benzamide ClC=1C(=CC(=C(C1)C=1C=C(C(=O)N(C)C)C=CC1F)O)C